tert-butyl (2R,3S)-2-[[tert-butyl(diphenyl)silyl]oxymethyl]-3-isopropyl-5-oxo-pyrrolidine-1-carboxylate [Si](C1=CC=CC=C1)(C1=CC=CC=C1)(C(C)(C)C)OC[C@@H]1N(C(C[C@H]1C(C)C)=O)C(=O)OC(C)(C)C